BrC=1C(=CC=2C(C3=CC=CC=C3C2C1)(F)F)N 3-bromo-9,9-difluoro-9H-fluoren-2-amine